C1(=CC=CC=C1)N(C1=CC=C(C=C1)C1=CC=NC=2N1N=C(C2C#N)C)C2=CC=CC=C2 7-(4-(diphenylamino)phenyl)-2-methylpyrazolo[1,5-a]pyrimidine-3-carbonitrile